3-(4-(5-(difluoromethyl)-1,3,4-oxadiazole-2-yl)-2-fluorobenzyl)-1-(1-methylpiperidine-4-yl)-1,3-dihydro-2H-imidazo[4,5-b]pyridine-2-one FC(C1=NN=C(O1)C1=CC(=C(CN2C(N(C=3C2=NC=CC3)C3CCN(CC3)C)=O)C=C1)F)F